(S)-1-(7-((R)-1-benzylpiperidin-3-yl)pyrazolo[1,5-a]pyrimidin-2-yl)-N-methylpyrrolidin-3-amine C(C1=CC=CC=C1)N1C[C@@H](CCC1)C1=CC=NC=2N1N=C(C2)N2C[C@H](CC2)NC